C(C1=CC=CC=C1)OC=1C(=C(C(=NC1C)NC(OCC(C)C)=O)C)C isobutyl (5-benzyloxy-3,4,6-trimethylpyridin-2-yl)carbamate